tert-butyl N-methyl-N-[2-[(1-methyl 7-methylsulfinyl-2-oxo-4H-pyrimido[4,5-d]pyrimidin-3-yl)methyl]phenyl]carbamate CN(C(OC(C)(C)C)=O)C1=C(C=CC=C1)CN1C(N(C2=NC(=NC=C2C1)S(=O)C)C)=O